2-(4-((2S,5R)-4-(bis(4-bromophenyl)methyl)-2,5-dimethylpiperazin-1-yl)-1H-[1,2,4]triazolo[3,4-b]purin-1-yl)-N,N-dimethylethan-1-amine BrC1=CC=C(C=C1)C(N1C[C@@H](N(C[C@H]1C)C=1C=2N=CN(C2N2C(N1)=NN=C2)CCN(C)C)C)C2=CC=C(C=C2)Br